Ethyl (1S,2R,3aS,10aR)-2,5-difluoro-1-({[(2-methyl-2-propanyl)(diphenyl)silyl]oxy}methyl)-2,3,3a,9,10,10a-hexahydro-1H-benzo[b]cyclopenta[f]oxepin-6-carboxylate F[C@@H]1C[C@H]2[C@H](CCC3=C(O2)C(=C(C=C3)C(=O)OCC)F)[C@H]1CO[Si](C1=CC=CC=C1)(C1=CC=CC=C1)C(C)(C)C